1-(3-Chlorophenyl)-N-[(1,5-dimethylpyrazol-3-yl)methyl]-6-[4-(2-hydroxyethyl)-5-oxo-2,3-dihydro-1,4-benzoxazepin-7-yl]-7-oxo-4,5-dihydropyrazolo[3,4-c]pyridine-3-carboxamide ClC=1C=C(C=CC1)N1N=C(C2=C1C(N(CC2)C=2C=CC1=C(C(N(CCO1)CCO)=O)C2)=O)C(=O)NCC2=NN(C(=C2)C)C